4-(3-methyl-5-(trifluoromethyl)pyridin-2-yl)cyclohexanone CC=1C(=NC=C(C1)C(F)(F)F)C1CCC(CC1)=O